C12CN(CC(CC1)N2C(=O)[O-])C(=O)[O-] 3,8-diazabicyclo[3.2.1]octane-3,8-dicarboxylate